Cl.N1(N=CC=C1)C1=C(CNC2=C3N=CN(C3=NC(=N2)NC2CCNCC2)C(C)C)C=CC=C1 N6-(2-(1H-pyrazol-1-yl)benzyl)-9-isopropyl-N2-(piperidin-4-yl)-9H-purine-2,6-diamine hydrochloride